tert-butyl 2-(2-(((benzyloxy) carbonyl) amino) ethyl)-6-oxa-3-azabicyclo[3.1.0]hexane-3-carboxylate C(C1=CC=CC=C1)OC(=O)NCCC1C2OC2CN1C(=O)OC(C)(C)C